C(C)S(=O)(=O)C[C@@H]1[C@H](N(C1)C=1N=NC(=C2C1C=NC(=C2)NC2=NC(=NC=C2)N2C[C@H]([C@H](CC2)OC)F)C(C)C)C N-{4-[(2R,3S)-3-[(ethanesulfonyl)methyl]-2-methylazetidin-1-yl]-1-(propan-2-yl)pyrido[3,4-d]pyridazin-7-yl}-2-[(3R,4S)-3-fluoro-4-methoxy-piperidin-1-yl]pyrimidin-4-amine